FC1=C(C=CC=C1C)C1(CC1)C(/C=C/[C@H]1[C@@H](C[C@H]2[C@@H]1CCC1=C(O2)C=C(C=C1)C(=O)O)O)O (1R,2R,3aS,10aR)-1-{(1E,3ξ)-3-[1-(2-fluoro-3-methylphenyl)cyclopropyl]-3-hydroxy-1-propen-1-yl}-2-hydroxy-2,3,3a,9,10,10a-hexahydro-1H-benzo[b]cyclopenta[f]oxepin-6-carboxylic acid